OC[C@H](C[C@H]1C(NCC1)=O)NC([C@H](CC(C)C)NC(OC(CC1=CC(=CC=C1)Cl)C1=CC(=CC=C1)Cl)=O)=O 1,2-Bis(3-chlorophenyl)ethyl ((S)-1-(((S)-1-hydroxy-3-((S)-2-oxopyrrolidin-3-yl)propan-2-yl)amino)-4-methyl-1-oxopentan-2-yl)carbamate